8-chloro-7-[(2-methyl-3H-benzimidazol-5-yl)oxy]-2-[1-(3-oxabicyclo[3.1.0]hexan-6-ylmethyl)pyrazol-4-yl]quinoxaline ClC=1C(=CC=C2N=CC(=NC12)C=1C=NN(C1)CC1C2COCC12)OC1=CC2=C(N=C(N2)C)C=C1